N-((1S)-2-(6-fluoro-2,3-dimethylphenyl)-1-(5-oxo-4,5-dihydro-1,3,4-oxadiazol-2-yl)propyl)pyrrolidine-1-sulfonamide FC1=CC=C(C(=C1C([C@@H](C=1OC(NN1)=O)NS(=O)(=O)N1CCCC1)C)C)C